1,3-butane-diol diacrylate C(C=C)(=O)OCCC(C)OC(C=C)=O